2-(4-(6-((4-chloro-6-(1H-1,2,3-triazol-1-yl)pyridin-3-yl)methoxy)-5-fluoropyridin-2-yl)-2-fluorobenzyl)-1-(2-methoxyethyl)-1H-benzo[d]imidazole-6-carboxylic acid ClC1=C(C=NC(=C1)N1N=NC=C1)COC1=C(C=CC(=N1)C1=CC(=C(CC2=NC3=C(N2CCOC)C=C(C=C3)C(=O)O)C=C1)F)F